NC1=C(C=C(N=N1)C1=C(C=CC=C1)O)N1C[C@@H]2C([C@@H]2C1)N 2-(6-amino-5-((1R,5S,6s)-6-amino-3-azabicyclo[3.1.0]hex-3-yl)pyridazin-3-yl)phenol